methyl-2,5,8-triazaspiro[3.5]nonan-1-one CN1C(C2(C1)NCCNC2)=O